CC1OC(CN(C1)C=1C=CC(=NC1)C=1C=NC(=CC1NC1=NC(=CC(=C1)OCC(CO)(C)C)S(=O)(=O)C)NC(C)=O)C N-(5-(2,6-dimethylmorpholino)-4'-((4-(3-hydroxy-2,2-dimethylpropoxy)-6-(methylsulfonyl)pyridin-2-yl)amino)-[2,3'-bipyridin]-6'-yl)acetamide